(1R,2S)-2-[(propan-2-yloxy)carbonyl]cyclopropane-1-formic acid CC(C)OC(=O)[C@@H]1[C@@H](C1)C(=O)O